1,2-bis(2-mercaptoethoxy)ethane silicate [Si](O)(O)(O)O.SCCOCCOCCS